ethoxydimethyl-vinylsilane C(C)O[Si](C=C)(C)C